C(#N)N[S@](=O)(=NC(NC1=C2CCCC2=CC=2CCCC12)=O)C1=CN=C(S1)C(C)(C)O (R)-N-cyano-N'-((1,2,3,5,6,7-hexahydro-s-indacen-4-yl)carbamoyl)-2-(2-hydroxypropan-2-yl)thiazole-5-sulfonimidamide